propylene glycol monosodium salt [Na].C(C(C)O)O